C1(CC1)N1C(C[C@@H](C1)CN1N=C2N=C(C=CC2=C1[C@H](C)O)C1=C(C=C(C=C1C)C(F)(F)F)O)=O (S)-1-cyclopropyl-4-((6-(2-hydroxy-6-methyl-4-(trifluoromethyl)phenyl)-3-((S)-1-hydroxyethyl)-2H-pyrazolo[3,4-b]pyridin-2-yl)methyl)pyrrolidin-2-one